Cl.N[C@@H]1CN(CCC1)C1=CC(=NC=C1C=1C=NN(C1)CC(F)(F)F)NC1=NC(=C(C#N)C=C1)C1=C(C=CC=C1OC)F 6-((4-((S)-3-aminopiperidin-1-yl)-5-(1-(2,2,2-trifluoroethyl)-1H-pyrazol-4-yl)pyridin-2-yl)amino)-2-(2-fluoro-6-methoxyphenyl)nicotinonitrile hydrochloride